trisilainine lanthanum [La].[SiH]1=[SiH][SiH]=CC=C1